3-(butylamino)-5-((1S,3S)-3-(dimethylamino)cyclopentyl)-8-((4-methylpiperazin-1-yl)methyl)pyrimido[4,5-c]isoquinolin-6(5H)-one C(CCC)NC=1N=CC2=C(N(C(C=3C=C(C=CC23)CN2CCN(CC2)C)=O)[C@@H]2C[C@H](CC2)N(C)C)N1